(1R,2S,5S)-N-(2-amino-2-oxo-1-phthalazin-1-yl-ethyl)-3-[(2S)-3,3-dimethyl-2-[(2-tetrahydropyran-4-ylacetyl)amino]butanoyl]-6,6-dimethyl-3-azabicyclo[3.1.0]hexane-2-carboxamide NC(C(C1=NN=CC2=CC=CC=C12)NC(=O)[C@@H]1[C@H]2C([C@H]2CN1C([C@H](C(C)(C)C)NC(CC1CCOCC1)=O)=O)(C)C)=O